6-acetyl-8-cyclopentyl-5-methyl-2-(5-piperazin-1-yl-pyridin-2-ylamino)-8H-pyrido[2,3-d]pyrimidin-7-one C(C)(=O)C1=C(C2=C(N=C(N=C2)NC2=NC=C(C=C2)N2CCNCC2)N(C1=O)C1CCCC1)C